Benzyl (4S)-4-{[(tert-butoxy)carbonyl]amino}-5-methyl-3-oxoheptanoate C(C)(C)(C)OC(=O)N[C@H](C(CC(=O)OCC1=CC=CC=C1)=O)C(CC)C